COC([C@@H](N)CO)=O L-serine methylester